C(C1=CC=CC=C1)OC1=CC(=C(C=C1)CNC1=NC(=NC=2N1N=CC2C(C)C)OC2CN(CCC2)C(=O)OC(C)(C)C)N2N=CC=C2 tert-butyl 3-[[4-([[4-(benzyloxy)-2-(pyrazol-1-yl)phenyl] methyl]amino)-8-isopropylpyrazolo[1,5-a][1,3,5]triazin-2-yl]oxy]piperidine-1-carboxylate